2-(thiocyanomethylthio)-benzothiadiazole S(C#N)CSN1SC2=C(N1)C=CC=C2